FC1=C(C(=CC=C1)F)C1=CC(=C(N=N1)C(=O)N)NC=1C=NC(=CC1)N1CCOCC1 6-(2,6-Difluorophenyl)-4-((6-morpholinopyridin-3-yl)amino)pyridazine-3-carboxamide